COC=1C=C2[C@@]34C([C@H](CC2=CC1N1C=NC(=C1)C(=O)N)N(CC4)C)CCCC3 1-[(1S,9S)-4-methoxy-17-methyl-17-azatetracyclo[7.5.3.01,10.02,7]heptadeca-2,4,6-trien-5-yl]-1H-imidazole-4-carboxamide